NC1=NC=2C=CC=CC2C2=C1N=C(N2CCOCCNC(OC(C)(C)C)=O)CCCC tert-Butyl 2-(2-(4-amino-2-butyl-1H-imidazo[4,5-c]quinolin-1-yl)ethoxy)ethylcarbamate